N-Hydroxy-6-((5-[4-(trifluoromethyl)phenyl]-1,3-oxazol-2-yl)amino)pyridazine-3-carboxamide ONC(=O)C=1N=NC(=CC1)NC=1OC(=CN1)C1=CC=C(C=C1)C(F)(F)F